C(#N)C=1C(=NC(=NC1)NC1=C(C=C(C=C1)N1CCC(CC1)N(C)CCCOC)NC(C=C)=O)NC1=C(C=CC=C1)OC(C)C N-(2-((5-cyano-4-((2-isopropoxyphenyl)amino)pyrimidin-2-yl)amino)-5-(4-((3-methoxypropyl)(methyl)amino)piperidin-1-yl)phenyl)acrylamide